ethyl 2-((1R,3S)-1-(3-bromo-4-fluorobenzyl)-3-(N-(4-methoxybenzyl)methylsulfonamido)cyclopentyl)oxazole-4-carboxylate BrC=1C=C(C[C@]2(C[C@H](CC2)N(S(=O)(=O)C)CC2=CC=C(C=C2)OC)C=2OC=C(N2)C(=O)OCC)C=CC1F